tert-butyl (2R,5S)-4-[5-chloro-4-[[(1R)-1-(2,4-dichlorophenyl)ethyl]amino]pyrimidin-2-yl]-2,5-dimethyl-piperazine-1-carboxylate ClC=1C(=NC(=NC1)N1C[C@H](N(C[C@@H]1C)C(=O)OC(C)(C)C)C)N[C@H](C)C1=C(C=C(C=C1)Cl)Cl